COC(=O)C1=CC2=C(OCCN2)C(=C1Br)OC 7-Bromo-8-methoxy-3,4-dihydro-2H-benzo[b][1,4]oxazine-6-carboxylic acid methyl ester